4-((8-cyclopentyl-7-oxo-7,8-dihydropyrido[2,3-d]pyrimidin-2-yl)amino)piperidin C1(CCCC1)N1C(C=CC2=C1N=C(N=C2)NC2CCNCC2)=O